BrC1=C(CN2CCC(CC2)(O)CN2C=NC3=C(C2=O)C=NN3C3=CC=C(C=C3)F)C=CC(=C1)[N+](=O)[O-] 5-((1-(2-bromo-4-nitrobenzyl)-4-hydroxypiperidin-4-yl)methyl)-1-(4-fluorophenyl)-1,5-dihydro-4H-pyrazolo[3,4-d]pyrimidin-4-one